(8S)-2-chloro-5,6,7,8-tetrahydro-1,7-naphthyridin ClC1=NC=2CNCCC2C=C1